CC1(CCC=C(C1)C(CCC=C)=O)C 1-(5,5-dimethyl-1-cyclohexene-1-yl)-4-penten-1-one